Cl.C(C)OC(CN(C)C[C@@H](C)N)=O (R)-N-(2-aminopropyl)-N-methylglycine ethyl ester hydrochloride